N(=[N+]=[N-])C[C@@H](C1=CC=C(C=C1)S(=O)(=O)CC)NC(OCC1=CC=CC=C1)=O Benzyl (R)-(2-azido-1-(4-(ethylsulfonyl)phenyl)ethyl)carbamate